N-ethyl-2,2,2-trifluoroacetamide hydrochloride Cl.C(C)NC(C(F)(F)F)=O